1-(5-(4-bromophenyl)-2-methyl-4-phenyl-1H-pyrrol-3-yl)ethan-1-one BrC1=CC=C(C=C1)C1=C(C(=C(N1)C)C(C)=O)C1=CC=CC=C1